octenecarboxylic acid methyl ester COC(=O)C=CCCCCCC